(S)-N-(benzo[b]thiophen-5-ylmethyl)-1-(6-(3-fluoro-4-methylphenyl)furo[3,2-d]pyrimidin-4-yl)piperidine-3-carboxamide S1C2=C(C=C1)C=C(C=C2)CNC(=O)[C@@H]2CN(CCC2)C=2C1=C(N=CN2)C=C(O1)C1=CC(=C(C=C1)C)F